C(CCC)C1=C(C(=C(C(=N1)O)C(=O)N1CCN(CC1)CC1=NC=CC=C1F)O)C1=C(C=CC=C1OC)OC 6-butyl-5-(2,6-dimethoxyphenyl)-3-{4-[(3-fluoropyridin-2-yl)methyl]piperazine-1-carbonyl}pyridine-2,4-diol